C(C)(C)N1C(C2=CC(=CC=C2C=C1)C1=CC(=C(C=C1)O[C@@H]1[C@@H](O)[C@@H](O)[C@H](O)[C@H](O1)CO)C)=O 2-isopropyl-7-[4'-(α-D-mannopyranosyloxy)-3'-methylphenyl]-1(2H)-isoquinolinone